2-chloro-4-(3,5-dimethyl-1H-pyrazol-1-yl)-6-Phenylpyridine ClC1=NC(=CC(=C1)N1N=C(C=C1C)C)C1=CC=CC=C1